2,5-dihydroxycyclohexa-2,5-diene-1,4-dione OC=1C(C=C(C(C1)=O)O)=O